methyl 2-(5-oxotetrahydrofuran-2-yl)acetate O=C1CCC(O1)CC(=O)OC